C(C)OCOC1=C(C(=CC(=C1)OCOCC)O)C(\C=C\C1=CC=CC=C1)=O (E)-1-[2,4-Bis(ethoxymethoxy)-6-hydroxyphenyl]-3-phenylprop-2-en-1-one